ClC=1C=C(COC=2C=C(C=CC2)C2=NC=C(C=N2)COC=2C=CC(=C(C(=O)O)C2)NC(=O)C=2C=NN(C2C)CC)C=CC1 5-((2-(3-((3-Chlorobenzyl)oxy)phenyl)pyrimidin-5-yl)methoxy)-2-(1-ethyl-5-methyl-1H-pyrazole-4-carboxamido)benzoic acid